NC=1C(=NON1)C(NC1=CC(=C(C=C1)F)Cl)=NO 4-amino-N-(3-chloro-4-fluorophenyl)-N'-hydroxy-1,2,5-oxadiazole-3-carboximidamide